4-[2-(2-{1-[(S)-3-methyl-1-piperidyl]ethyl}-4-cyclopropyl-7-oxo-1,6-dihydro-1,6-diaza-6-indenyl)-6-cyclopropyl-4-pyridyl]-3-(1-methyl-2-imidazolyl)benzonitrile C[C@@H]1CN(CCC1)C(C)C=1NC=2C(N(C=C(C2C1)C1CC1)C1=NC(=CC(=C1)C1=C(C=C(C#N)C=C1)C=1N(C=CN1)C)C1CC1)=O